ClC=1C=NC=C(C1[C@@H](C)OC=1C=C2C(=NNC2=CC1)C=1C=NC(=CC1)N1CC2(C1)CCN(CC2)S(=O)(=O)C)Cl 5-[(1R)-1-(3,5-dichloro-4-pyridyl)ethoxy]-3-[6-(7-methylsulfonyl-2,7-diazaspiro[3.5]nonan-2-yl)-3-pyridyl]-1H-indazole